N-Boc-L-lysine C(=O)(OC(C)(C)C)N[C@@H](CCCCN)C(=O)O